C(CC(C)C)C1=NC(=NN1)CCCCCCCCCC1=NNC(=N1)CCC(C)C 3,3'-nonamethylenebis(5-isopentyl-1,2,4-triazole)